5-(r-cyclobutyl-[1,4'-bipiperidin]-4-yl)-7-fluoro-1-methyl-2-(4-(methylsulfonyl)phenyl)-1H-benzo[d]imidazole C1(CCC1)[C@@H]1N(CCC(C1)C1=CC2=C(N(C(=N2)C2=CC=C(C=C2)S(=O)(=O)C)C)C(=C1)F)C1CCNCC1